4-pentyne-2-ol CC(CC#C)O